C12C(CCCCCCCC1)O2 cyclodecene oxide